FC1=C(OC(=O)N[C@@H](C(C)C)C(=O)O)C(=CC(=C1)C1=NC(=NS1)C1=CC=C(C=C1)N1CCCC1)C=O ((2-fluoro-6-formyl-4-(3-(4-(pyrrolidin-1-yl)phenyl)-1,2,4-thiadiazol-5-yl)phenoxy)carbonyl)-L-valine